O=O.[C] carbon dioxideN